5-Chloro-2-[2-[[(3R,5S)-1-ethyl-5-fluoro-3-piperidyl]amino]oxazolo[4,5-b]pyridin-5-yl]-3-methyl-phenol ClC=1C=C(C(=C(C1)O)C1=CC=C2C(=N1)N=C(O2)N[C@H]2CN(C[C@H](C2)F)CC)C